C(C1=CC=CC=C1)N1CC(CC1)N(C(OC(C)(C)C)=O)C1CC(C1)(C)C tert-butyl (1-benzylpyrrolidin-3-yl)(3,3-dimethylcyclobutyl)carbamate